NC1CC(C1)C(=O)N1C[C@@H](CC1)N1N=CC(=C1)C=1C=C(C=2N(C1)N=CC2C#N)OC 6-(1-((R)-1-((1r,3R)-3-aminocyclobutane-1-carbonyl)pyrrolidin-3-yl)-1H-pyrazol-4-yl)-4-methoxypyrazolo[1,5-a]pyridine-3-carbonitrile